COCC(=O)[C@@H](O)[C@H](O)[C@H](O)CO 1-O-methyl-D-fructose